methyl 4-[1-(1,3-benzothiazol-6-ylsulfonyl)-5-chloro-indol-2-yl]-butanoate S1C=NC2=C1C=C(C=C2)S(=O)(=O)N2C(=CC1=CC(=CC=C21)Cl)CCCC(=O)OC